C(CCC)[SiH]1CC[SiH2]CC1 4-butyl-1,4-disilacyclohexane